[Li+].CC1=C(C(=CC(=C1)S(=O)(=O)[O-])C)S(=O)(=O)[O-].[Li+] 2,6-dimethylbenzene-1,4-disulfonic acid lithium salt